icosamethylenediamine NCCCCCCCCCCCCCCCCCCCCN